N1-ethylbenzene-1,2-diamine hydrochloride Cl.C(C)NC=1C(=CC=CC1)N